(S)-5-(2-(4-(5-chloro-2-(1H-tetrazol-1-yl)phenyl)-2,3-dioxopiperazin-1-yl)-3-(4-nitrophenyl)propanamido)benzofuran-2-carboxylic acid tert-butyl ester C(C)(C)(C)OC(=O)C=1OC2=C(C1)C=C(C=C2)NC([C@H](CC2=CC=C(C=C2)[N+](=O)[O-])N2C(C(N(CC2)C2=C(C=CC(=C2)Cl)N2N=NN=C2)=O)=O)=O